N-[7-(2-chloro-5-fluorophenyl)-7-hydroxy-8-[(4-methoxyphenyl)methyl]-2,9-dioxo-1,7,8,9-tetrahydropyrrolo[4,3-H]quinolin-6-yl]-5-fluoro-3-(trifluoromethyl)benzamide ClC1=C(C=C(C=C1)F)C1(N(C(C=2C1=C(C=C1C=CC(NC21)=O)NC(C2=CC(=CC(=C2)F)C(F)(F)F)=O)=O)CC2=CC=C(C=C2)OC)O